(5-phenylisoxazol-3-yl)methanamine C1(=CC=CC=C1)C1=CC(=NO1)CN